ClC=1C=C(C=CC1F)C=1N=C(SC1C)NS(=O)(=O)C1=NC=C(C=C1C)NCC1=C(C(=CC=C1)OC)O N-(4-(3-chloro-4-fluorophenyl)-5-methylthiazol-2-yl)-5-((2-hydroxy-3-methoxybenzyl)amino)-3-methylpyridine-2-sulfonamide